COC=O.OC1=CC=CC=C1 para-hydroxybenzene methyl-formate